methyl 3-bromo-4-((2-cyclopropyl-5-hydroxypentyl)oxy)benzoate BrC=1C=C(C(=O)OC)C=CC1OCC(CCCO)C1CC1